C(C)(C)N1CCN(CC1)C1=NC=C(C=N1)B(O)O (2-(4-isopropylpiperazin-1-yl)pyrimidin-5-yl)boronic acid